oxo-bis(2,4-dimethyl-8-quinolinolate) aluminum [Al+3].O(C=1C(=NC2=C(C=CC=C2C1C)[O-])C)C=1C(=NC2=C(C=CC=C2C1C)[O-])C.O(C=1C(=NC2=C(C=CC=C2C1C)[O-])C)C=1C(=NC2=C(C=CC=C2C1C)[O-])C.O(C=1C(=NC2=C(C=CC=C2C1C)[O-])C)C=1C(=NC2=C(C=CC=C2C1C)[O-])C.[Al+3]